(R)-2-((4-(3-(aminomethyl)pyrrolidin-1-yl)pyrimidine-5-yl)oxy)-N-ethyl-5-fluoro-N-isopropylbenzamide NC[C@@H]1CN(CC1)C1=NC=NC=C1OC1=C(C(=O)N(C(C)C)CC)C=C(C=C1)F